O[C@@H](C[C@H](CO)NC(CCCCCCCCCCC)=O)C1=CC=CC=C1 N-[(1r,3s)-3-hydroxy-1-(hydroxymethyl)-3-phenylpropyl]dodecanamide